C(C=C)OCCCCC1=CC=C(C=C1)Br 1-(4-allyloxybutyl)-4-bromo-benzene